4-[2-[(4-hydroxycyclohexyl)amino]imidazo[2,1-b][1,3,4]thiadiazol-5-yl]phenol OC1CCC(CC1)NC1=NN2C(S1)=NC=C2C2=CC=C(C=C2)O